BrC1=CC=C(C=C1)C1=CC=C(C=C1)C1=C2C(=C3N(C4=CC=CC=C4C3=C1)C1=CC=CC=C1)N(C=1C=CC=CC12)C1=CC=CC=C1 5-(4'-bromobiphenyl-4-yl)-11,12-diphenylindolo[2,3-a]carbazole